di-tert-butoxycarbonyl-histidine C(C)(C)(C)OC(=O)N([C@@H](CC1=CNC=N1)C(=O)O)C(=O)OC(C)(C)C